FC1=C(C(=C(C(=C1N1C2=C(C=C1C1=CC=NC=C1)N(C(=C2)C2=CC=NC=C2)C2=C(C(=C(C(=C2F)F)F)F)F)F)F)F)F 1,4-bis(pentafluorophenyl)-2,5-bis(p-pyridyl)-1,4-dihydropyrrolo[3,2-b]pyrrole